1,3-dioxoisoindolin-2-yl 3-methyltetrahydrofuran-3-carboxylate CC1(COCC1)C(=O)ON1C(C2=CC=CC=C2C1=O)=O